N(CCO)(CCO)CCO.C(CCCCCCCCC=C)(=O)O undecylenic acid triethanolamine salt